2-(trifluoromethyl)imidazo[1,2-a]pyridin FC(C=1N=C2N(C=CC=C2)C1)(F)F